2-((2S)-1-(9-chloro-10-(2,4-difluorophenyl)-5-oxo-2,3-dihydro-5H-[1,4]thiazino[2,3,4-ij]quinazolin-7-yl)piperazin-2-yl)acetonitrile ClC=1C=C2C(=NC(N3C2=C(C1C1=C(C=C(C=C1)F)F)SCC3)=O)N3[C@H](CNCC3)CC#N